C(C)P(=O)(CC)C1=CC=C(C=N1)C1=CC2=C(N=C3N2[C@H]2C4=C(C(N([C@@H]3C2)C([2H])([2H])[2H])=O)C=CC=C4OC(F)F)C=C1 (7R,14R)-11-(6-(diethylphosphoryl)pyridin-3-yl)-1-(difluoromethoxy)-6-(methyl-d3)-6,7-dihydro-7,14-methanobenzo[f]benzo[4,5]imidazo[1,2-a][1,4]diazocin-5(14H)-one